ClC=1C=CC(=C(C1)C1=CC(N(C=C1OC)C(C(=O)NC=1C=CC(=NC1)C(=O)NC)CCC)=O)N1N=NN=C1 5-{[2-{4-[5-chloro-2-(1H-tetrazol-1-yl)phenyl]-5-methoxy-2-oxopyridin-1(2H)-yl}pentanoyl]-amino}-N-methylpyridine-2-carboxamide